ClC=1C=C2C(N3C(=NC2=CC1Cl)[C@H]1CCCN([C@@H]1CC3)CC3=NC(=CC=C3)C)=O |r| (±)-(4aR,13bS)-10,11-dichloro-4-((6-methylpyridin-2-yl)methyl)-1,2,3,4,4a,5,6,13b-octahydro-8H-[1,6]naphthyridino[5,6-b]quinazolin-8-one